C1=CC=C2C=C(C=CC2=C1)S β-thionaphthol